1-{5-[(2,5-difluorobenzyl)oxy]-1-(3,3-dimethylbutyl)-1H-pyrazol-3-yl}-N-methylmethanamine FC1=C(COC2=CC(=NN2CCC(C)(C)C)CNC)C=C(C=C1)F